6-((4-((2-Ethyl-4-(6-methylpyridin-2-yl)thiazol-5-yl)oxy)pyridin-2-yl)amino)picolinamide C(C)C=1SC(=C(N1)C1=NC(=CC=C1)C)OC1=CC(=NC=C1)NC1=CC=CC(=N1)C(=O)N